C1(OC(C2CCCCC12)=O)=O hexahydro-1,3-isobenzofurandione